Sulfaguanidin C1=CC(=CC=C1N)S(=O)(=O)N=C(N)N